6-(((3R,5S)-5-methylpyrrolidin-3-yl)oxy)pyrazolo[1,5-a]pyrimidine C[C@H]1C[C@H](CN1)OC=1C=NC=2N(C1)N=CC2